CC1=C(C=CC=C1N1CCC(CC1)NC1CCC(CC1)C#N)C1=CC=CC=C1 4-(1-(2-methylbiphenyl-3-yl)piperidin-4-ylamino)cyclohexanecarbonitrile